1-(((5-(2-((1-cyclopropyl-1H-pyrazol-4-yl)amino)-5-methylpyrimidin-4-yl)pyridin-2-yl)oxy)methyl)cyclopropanecarbonitrile C1(CC1)N1N=CC(=C1)NC1=NC=C(C(=N1)C=1C=CC(=NC1)OCC1(CC1)C#N)C